4-{2-[(S)-amino(4-methylcyclohexyl)methyl]-4-fluoro-1H-benzimidazol-5-yl}-tetrahydrofuran-3-carboxylic acid methyl ester COC(=O)C1COCC1C1=C(C2=C(NC(=N2)[C@H](C2CCC(CC2)C)N)C=C1)F